NC1=CC=C(CCOC2=CC(=NC(=C2)CN(CC2=CC=CC(=N2)C(=O)O)CC2=CC=CC(=N2)C(=O)O)CN(CC2=CC=CC(=N2)C(=O)O)CC2=CC=CC(=N2)C(=O)O)C=C1 6,6',6'',6'''-((((4-(4-aminophenethoxy)pyridine-2,6-diyl)bis(methylene))bis(azanetriyl))tetrakis(methylene))tetrapicolinic acid